1-diethylamino-2-methyl-2-propanolate C(C)N(CC(C)([O-])C)CC